NCC(CN1N=CN(C1=O)C=1C=NC(=C(C1)C)C=1C=NC(=CC1)N(C)C)=C(F)F 2-[2-(aminomethyl)-3,3-difluoro-allyl]-4-[6-[6-(dimethylamino)-3-pyridyl]-5-methyl-3-pyridyl]-1,2,4-triazol-3-one